[Ru].CC1=C(C(=CC(=C1)C)C)N1C(N(CC1)C1=C(C=C(C=C1C)C)C)=C1CC(=CC=C1)C=C1C(CCCC1Br)(P(C1CCCCC1)C1CCCCC1)Br 3-(bis(2,4,6-trimethylphenyl)-2-imidazolidinylidene)dibromo-(phenylmethylene)(tricyclohexyl-phosphine) ruthenium